5-[4,5-difluoro-2-[(3S)-3-(morpholinomethyl)-3,4-dihydro-1H-isoquinoline-2-carbonyl]phenyl]-N-(4-hydroxyphenyl)-N-[(3-methoxy-2-methyl-phenyl)methyl]-1,2-dimethyl-pyrrole-3-carboxamide FC1=CC(=C(C=C1F)C1=CC(=C(N1C)C)C(=O)N(CC1=C(C(=CC=C1)OC)C)C1=CC=C(C=C1)O)C(=O)N1CC2=CC=CC=C2C[C@H]1CN1CCOCC1